O=S1(N(CCCC1)C1=CC=C(C=C1)NC(C1=CC(=CC(=C1)C#CC1=NC=CC=C1)OC)=O)=O N-(4-(1,1-DIOXIDO-1,2-THIAZINAN-2-YL)PHENYL)-3-METHOXY-5-(PYRIDIN-2-YLETHYNYL)BENZAMIDE